ClC=1C=C2C(=C(C=NC2=CC1)C=1C=NOC1)NC1=C(C(=O)O)C=CC=C1 2-[(6-chloro-3-isoxazol-4-yl-4-quinolyl)amino]benzoic acid